2-(methoxycarbonyl)benzoic acid COC(=O)C1=C(C(=O)O)C=CC=C1